CC1=C(C=CC=C1C1=CC2=C(CN(CCC2)CCO)C=C1)C1=CC=CC=C1 2-(7-(2-Methyl-[1,1'-biphenyl]-3-yl)-1,3,4,5-tetrahydro-2H-benzo[c]azepin-2-yl)ethan-1-ol